C1(=CC=CC=C1)C=1C(=C(C=CC1)C1=NN=NC(=C1C1=C(C(=CC=2C3=CC=CC=C3CC12)C)C)C1=C(C(=CC=2C3=CC=CC=C3CC12)C)C)C1=CC=CC=2OC3=C(C21)C=CC=C3 phenyldibenzofuranyl[bis(dimethyl-fluorenyl)triazinyl]benzene